CNC1CC(C1)CC1CN(C1)C(=O)OC(C)(C)C tert-butyl 3-[[3-(methylamino)cyclobutyl]methyl]azetidine-1-carboxylate